C(C)N(C1=NC=2N(C3=CC(=CC=C13)C=O)C=NN2)C2=CC=CC=C2 5-(ethyl-(phenyl)amino)-[1,2,4]triazolo[4,3-a]quinazolin-8-carbaldehyde